5-hydroxytryptamine OC1=CC=C2NC=C(CCN)C2=C1